8-amino-4,4-dimethyl-N-{4-[(4-oxopiperidin-1-yl)carbonyl]phenyl}-4,5-dihydro-1H-pyrazolo[4,3-H]quinazoline-3-carboxamide NC1=NC=2C3=C(C(CC2C=N1)(C)C)C(=NN3)C(=O)NC3=CC=C(C=C3)C(=O)N3CCC(CC3)=O